C1(CCCCC1)C1=NC(=NC=C1)NCC1=C(N=NN1C)C1=CC=C(C(=N1)C)NC(=O)C1C(CCCC1)C(=O)O 2-((6-(5-(((4-cyclohexylpyrimidin-2-yl)amino)methyl)-1-methyl-1H-1,2,3-triazol-4-yl)-2-methylpyridin-3-yl)carbamoyl)cyclohexane-1-carboxylic acid